Benzyl 4-[2-[5-[2-(cyclopropanecarbonylamino)-4-pyridyl]-4-(4-fluorophenyl)imidazol-1-yl]acetyl]piperazine-1-carboxylate C1(CC1)C(=O)NC1=NC=CC(=C1)C1=C(N=CN1CC(=O)N1CCN(CC1)C(=O)OCC1=CC=CC=C1)C1=CC=C(C=C1)F